1-benzyl-N-[4-methyl-2-[(2-methylimidazol-1-yl)methyl]-5-oxo-7,8-dihydro-6H-pyrazolo[1,5-a][1,3]diazepin-6-yl]-1,2,4-triazole-3-carboxamide C(C1=CC=CC=C1)N1N=C(N=C1)C(=O)NC1C(N(C=2N(CC1)N=C(C2)CN2C(=NC=C2)C)C)=O